CC=1C=C(C=CC1OC(C)C1=CC=CC=C1)C1=CC2=C(N=CN=C2C=2CCNCC2)N1 6-(3-methyl-4-(1-phenylethoxy)phenyl)-4-(1,2,3,6-tetrahydropyridin-4-yl)-7H-pyrrolo[2,3-d]pyrimidine